2-(4,7-Dichloro-6-(4-(2-(dimethylamino)ethyl)phenyl)-2H-indazol-2-yl)-2-((R)-6-fluoro-6,7-dihydro-5H-pyrrolo[1,2-c]imidazol-1-yl)-N-(thiazol-2-yl)acetamide ClC=1C2=CN(N=C2C(=C(C1)C1=CC=C(C=C1)CCN(C)C)Cl)C(C(=O)NC=1SC=CN1)C1=C2N(C=N1)C[C@@H](C2)F